C(C)(C)(C)OC(=O)NC1=C(C(=CC=C1)C)N1C(=CC2=C(C=CC=C12)Br)C(=O)OC1CCCC1 Cyclopentyl 1-(2-((tert-butoxycarbonyl) amino)-6-methylphenyl)-4-bromo-1H-indole-2-carboxylate